ClC=1C(=C(C=CC1Cl)NC=1C2=C(N=CN1)C=CC(=N2)N2C1C(CC2)CNC1)F N-(3,4-Dichloro-2-fluorophenyl)-6-(hexahydropyrrolo[3,4-b]pyrrol-1(2H)-yl)pyrido[3,2-d]pyrimidin-4-amine